CC=1C=CC2=C(N=C(S2)C2=CC=C(CN3CCC(CC3)C=3C=C4CN(C(C4=CC3)=O)C3C(NC(CC3)=O)=O)C=C2)C1 3-(5-(1-(4-(5-methylbenzo[d]thiazol-2-yl)benzyl)piperidin-4-yl)-1-oxoisoindolin-2-yl)piperidine-2,6-dione